C(C)(C)(C)OC(=O)N1C(CCCC1)NC1=C(C=CC=C1C(F)(F)F)N ((2-amino-6-(trifluoromethyl)phenyl)amino)piperidine-1-carboxylic acid tert-butyl ester